NC1=NC=CC(=C1C1=CC=C(C=C1)Cl)C=1C=NN(C1)[C@@H](C(=O)O)C1=CC=C(C=C1)C(F)(F)F (R)-{4-[2-Amino-3-(p-chlorophenyl)-4-pyridyl]-1H-pyrazol-1-yl}[p-(trifluoromethyl)phenyl]acetic acid